1-(5-chloro-2-methylphenyl)-3-[1-(2-methylpropyl)-5-oxopyrrolidin-3-yl]urea ClC=1C=CC(=C(C1)NC(=O)NC1CN(C(C1)=O)CC(C)C)C